FC1([C@](CC(CC1)=O)(C)CN1C=NC2=C1C=C(C=C2)C#N)F (S)-1-((2,2-Difluoro-1-methyl-5-oxocyclohexyl)methyl)-1H-benzo[d]imidazole-6-carbonitrile